mercaptoaluminum S[Al]